BrC=1C(=CC(=C(C1)C1=NOC(=C1)C1CC1)C)F 3-(5-bromo-4-fluoro-2-methylphenyl)-5-cyclopropyl-1,2-oxazole